OC1=C(C=CC(=C1)OC(C(=O)OC)C)C1=NC(=NC(=N1)C1=C(C=C(C=C1)OC(C(OC)=O)C)O)C1=C(C=C(OC(C(=O)OC)C)C=C1)O methyl 2-[4-[4,6-bis[2-hydroxy-4-(2-methoxy-1-methyl-2-oxo-eth-oxy)phenyl]-1,3,5-triazin-2-yl]-3-hydroxy-phenoxy]propanoate